N1(CCC1)S(=O)(=O)C=1C=C(C=CC1)C(C)N 1-(3-(azetidin-1-ylsulfonyl)phenyl)ethylamine